(1S,3S,4S)-2-((3-chlorophenyl)glycyl)-5,5-difluoro-N-((R,Z)-4-fluoro-4-(methylsulfonyl)-1-((R)-2-oxopyrrolidin-3-yl)but-3-en-2-yl)-2-azabicyclo[2.2.2]octane-3-carboxamide ClC=1C=C(C=CC1)NCC(=O)N1[C@@H]2CC([C@H]([C@H]1C(=O)N[C@H](C[C@@H]1C(NCC1)=O)\C=C(/S(=O)(=O)C)\F)CC2)(F)F